C(=O)O.CNC(CC)=O N-methylpropionamide formate